1-[2-[3-methyl-1-(2,2,2-trifluoroethyl)pyrazol-4-yl]-6-[6-[6-(morpholin-4-ylmethyl)pyridazin-3-yl]oxypyrazolo[1,5-a]pyridin-3-yl]pyridin-3-yl]ethanol CC1=NN(C=C1C1=NC(=CC=C1C(C)O)C=1C=NN2C1C=CC(=C2)OC=2N=NC(=CC2)CN2CCOCC2)CC(F)(F)F